5,6-dimethoxy-1H-benzo[d][1,2,3]triazole hydrochloride Cl.COC1=CC2=C(NN=N2)C=C1OC